(pyrazin-2-ylmethyl)-1H-imidazole-4-carboxylic acid ethyl ester C(C)OC(=O)C=1N=CN(C1)CC1=NC=CN=C1